The molecule is a pyrrolizine alkaloid that is seneciphylline in which the hydroxy hydrogen has been replaced by an acetyl group and the tertiary amino function has been oxidised to the corresponding N-oxide. It has a role as a Jacobaea metabolite. It is an acetate ester, a macrocyclic lactone, an olefinic compound, an organic heterotricyclic compound, a pyrrolizine alkaloid and a tertiary amine oxide. It derives from a seneciphylline. C/C=C\\1/CC(=C)[C@@](C(=O)OCC2=CC[N+]3([C@H]2[C@@H](CC3)OC1=O)[O-])(C)OC(=O)C